ClC1=C(C=C(C(=O)N(C)[C@H](CN2C[C@H]([C@@H](C2)O)O)C(C)C)C=C1)C 4-Chloro-N-((S)-1-((3R,4R)-3,4-dihydroxypyrrolidin-1-yl)-3-methylbutan-2-yl)-N,3-dimethylbenzamide